FC=1C=C(C=CC1OC1=C2C(=NC=C1)NN=C2N[C@@H](CO)C)NC(=O)C2=[N+](C(=CC=C2)C2=CC=C(C=C2)F)[O-] (R)-2-((3-fluoro-4-((3-((1-hydroxypropan-2-yl)amino)-1H-pyrazolo[3,4-b]pyridin-4-yl)oxy)phenyl)carbamoyl)-6-(4-fluorophenyl)pyridine 1-oxide